C1(=CC=CC=C1)C(C=C)(O)C1=CC=C(C=C1)OC 1-phenyl-1-(4-methoxyphenyl)-2-propen-1-ol